1-methyl-4-((phenylsulfinyl)methyl)benzene CC1=CC=C(C=C1)CS(=O)C1=CC=CC=C1